ClC1=CC=C(C=C1)C1CCN(CC1)C(=O)C1=CN(C2=C1C(N(C=C2C)C)=O)C 3-((4-(4-chlorophenyl)piperidin-1-yl)carbonyl)-1,5,7-trimethyl-1,5-dihydro-4H-pyrrolo[3,2-c]pyridin-4-one